BrC1=CN(C(N(C1=O)CC=1SC=CC1)=O)C 2-((5-Bromo-3-methyl-2,6-dioxo-3,6-dihydropyrimidin-1(2H)-yl)methyl)thiophene